CN1N=C(C(=C1C)O)C1=C(C=CC=C1)SC 1,5-Dimethyl-3-(2-(methylthio)phenyl)-pyrazol-4-ol